(R)-3-(2,6-dichloropyridin-4-yl)-10-methyl-9,10,11,12-tetrahydro-8H-[1,4]diazepino[5',6':4,5]thieno[3,2-f]quinolin-8-one ClC1=NC(=CC(=C1)C1=NC=2C=CC3=C(C2C=C1)C1=C(S3)C(N[C@@H](CN1)C)=O)Cl